COC(CNC(=O)C=1N=C2N(C=3N=C(C=C(C3C=C2)C(F)(F)F)C(F)(F)F)C1)OC N-(2,2-dimethoxyethyl)-2,4-bis(trifluoromethyl)imidazo[1,2-a][1,8]naphthyridine-8-carboxamide